2-chloro-2-deoxy-glucose Cl[C@@H](C=O)[C@@H](O)[C@H](O)[C@H](O)CO